9-(2,4-dimethoxybenzyl)-2-(2-isopropylphenyl)-9H-pyrido[4',3':4,5]pyrrolo[2,3-d]pyrimidine COC1=C(CN2C3=C(C4=C2N=C(N=C4)C4=C(C=CC=C4)C(C)C)C=CN=C3)C=CC(=C1)OC